C(C)N1CCN(CC1)CCONC(=O)C1=CC=C(C=C1)N\C(=C\1/C(NC2=CC(=C(C=C12)C)C(=O)OC)=O)\C1=CC=CC=C1 (Z)-Methyl 3-(((4-((2-(4-ethylpiperazin-1-yl)ethoxy)carbamoyl)phenyl)amino)(phenyl)methylene)-5-methyl-2-oxoindoline-6-carboxylate